The molecule is a branched C8 alkane, comprising heptane with a methyl group attached at C-4. It has been found in Amaranth seeds. It has a role as a plant metabolite. CCCC(C)CCC